(6-chloro-1-hydroxy-2,3,1-benzodiazaborinin-2-yl)-(2-pyridyl)methanone ClC=1C=CC2=C(C=NN(B2O)C(=O)C2=NC=CC=C2)C1